ClC1=NC=C(C(=C1)C1=C(C=NC(=C1)C)C(=O)NC=1SC2=C(N1)CN(C2)C(=O)C=2C=NN(C2)CC(F)(F)F)OC 2'-chloro-5'-methoxy-6-methyl-N-{5-[1-(2,2,2-trifluoroethyl)-1H-pyrazole-4-carbonyl]-4H,5H,6H-pyrrolo[3,4-d][1,3]thiazol-2-yl}-[4,4'-bipyridine]-3-carboxamide